NC1=C(C(=C2N(C(CN(S2(=O)=O)CCCCO)C(=O)O)C1=O)C1=CC(=CC=C1)C(F)(F)F)CC1=CC=CC2=CC=CC=C12 7-amino-2-(4-hydroxybutyl)-8-(naphthalen-1-ylmethyl)-6-oxo-9-(3-(trifluoromethyl)phenyl)-3,4-dihydro-2H,6H-pyrido[1,2-e][1,2,5]thiadiazine-4-carboxylic acid 1,1-dioxide